C(#N)C1=CC=2N(N=C1)C(=CC2)C2=CC(=C(C=N2)C2=NN=C(S2)N2CCC(CC2)C(=O)NC)NC(C)C 1-(5-(6-(3-cyanopyrrolo[1,2-b]pyridazin-7-yl)-4-(isopropylamino)pyridin-3-yl)-1,3,4-thiadiazol-2-yl)-N-methylpiperidine-4-carboxamide